2'-chloro-N-(5-(3-(difluoromethoxy)cyclobutane-1-carbonyl)-5,6-dihydro-4H-pyrrolo[3,4-d]thiazol-2-yl)-5'-methoxy-6-methyl-[4,4'-bipyridine]-3-carboxamide ClC1=NC=C(C(=C1)C1=C(C=NC(=C1)C)C(=O)NC=1SC2=C(N1)CN(C2)C(=O)C2CC(C2)OC(F)F)OC